(2R,3R,4S,5R)-2-(2-chloro-6-((4-ethynylbenzyl)(propyl)amino)-9H-purin-9-yl)-5-(hydroxymethyl)tetrahydrofuran ClC1=NC(=C2N=CN(C2=N1)[C@@H]1O[C@H](CC1)CO)N(CCC)CC1=CC=C(C=C1)C#C